Cl.Cl.BrC=1C=CC(=NC1)CN (5-bromo-2-pyridyl)methylamine dihydrochloride